OC(CCCCCCCCC(=O)OCCCCCCOC(CCCCCCCCC(CCCCCCCC)O)=O)CCCCCCCC Hexane-1,6-diyl bis(10-hydroxyoctadecanoat)